O1C(=CC=C1)C1=C(C=C(C(=O)NC)C=C1)S(NC1=CC=CC=C1)(=O)=O 4-(furan-2-yl)-N-methyl-3-(phenylsulfamoyl)benzamide